4-(6-(6-((2-ethynylpyridin-4-yl)methyl)-3,6-diazabicyclo[3.1.1]heptan-3-yl)pyridin-3-yl)-6-(2-hydroxy-2-methylpropyloxy)pyrazolo[1,5-a]pyridine-3-carbonitrile C(#C)C1=NC=CC(=C1)CN1C2CN(CC1C2)C2=CC=C(C=N2)C=2C=1N(C=C(C2)OCC(C)(C)O)N=CC1C#N